(S)-2-(4-(6-(benzyloxy)pyridin-2-yl)-2,5-difluorobenzyl)-1-(oxetan-2-ylmethyl)-1H-benzo[d]Imidazole-6-carboxylic acid methyl ester COC(=O)C=1C=CC2=C(N(C(=N2)CC2=C(C=C(C(=C2)F)C2=NC(=CC=C2)OCC2=CC=CC=C2)F)C[C@H]2OCC2)C1